ClC1=CC=C(C=C1)NC1CCC(CC1)N N1-(4-chlorophenyl)cyclohexane-1,4-diamine